(S)-3-amino-N-(2,6-difluorobenzyl)-6-(1-(2-hydroxypropyl)-6-oxo-1,6-dihydropyridin-3-yl)-5-(oxazol-2-yl)pyrazine-2-carboxamide NC=1C(=NC(=C(N1)C=1OC=CN1)C1=CN(C(C=C1)=O)C[C@H](C)O)C(=O)NCC1=C(C=CC=C1F)F